O-(3-butyl-3-ethyl-7-(methylsulfanyl)-1,1-dioxo-5-phenyl-2,3,4,5-tetrahydro-1,5-benzothiazepin-8-yl)-D-serine methyl ester COC([C@H](N)COC1=CC2=C(N(CC(CS2(=O)=O)(CC)CCCC)C2=CC=CC=C2)C=C1SC)=O